tert-butyl 2-(4-(chloromethyl)-3-methoxyphenyl)pyrrolidine-1-carboxylate ClCC1=C(C=C(C=C1)C1N(CCC1)C(=O)OC(C)(C)C)OC